C(C)(C)(CC)C1=CC=C(C=C1)O p-tertamylphenol